ethyl 2,7,8-trimethyl-6-(3-(trifluoromethyl)-7,8-dihydro-1,6-naphthyridin-6(5H)-yl)imidazo[1,2-b]pyridazine-3-carboxylate CC=1N=C2N(N=C(C(=C2C)C)N2CC=3C=C(C=NC3CC2)C(F)(F)F)C1C(=O)OCC